1-(6-methoxy-2,4-bis(methoxymethoxy)-3-(5-methyl-2-(prop-1-en-2-yl)hex-4-en-1-yl)phenyl)ethan-1-ol COC1=CC(=C(C(=C1C(C)O)OCOC)CC(CC=C(C)C)C(=C)C)OCOC